C1(CC1)C1=C(C(=NO1)C1=C(C=CC=C1Cl)Cl)COC1CCN(CCC1)C1=CC=C(C=C1)C1=NOC(N1)=O 3-(4-(4-((5-cyclopropyl-3-(2,6-dichlorophenyl)isoxazol-4-yl)methoxy)azepan-1-yl)phenyl)-1,2,4-oxadiazol-5(4H)-one